C1(CC1)NC=1C=C(C=C(C1)C1(CC(C1)OC)C1=NN=CN1C)N1C(C2=CC(=CC(=C2C1)C(F)(F)F)CNC1(CCC1)C)=O 2-(3-(cyclopropylamino)-5-((1s,3s)-3-methoxy-1-(4-methyl-4H-1,2,4-triazol-3-yl)cyclobutyl)phenyl)-6-(((1-methylcyclobutyl)amino)methyl)-4-(trifluoromethyl)isoindolin-1-one